C1(CC1)NC(C1=C(C=CC=C1)SC1=CC=C2C(=NN(C2=C1)C1OCCCC1)\C=C\C1=NC=CC(=C1)CCN1CCCC1)=O N-cyclopropyl-2-[3-[(trans)-2-[4-(2-pyrrolidin-1-ylethyl)-2-pyridinyl]vinyl]-1-tetrahydropyran-2-yl-indazol-6-yl]sulfanylbenzamide